Cl\C=C/C(F)(F)Cl Z-1,3-dichloro-3,3-difluoropropene